CC=1C=C(C=CC1)C=1OC(=CC1)C1=CC=CC=C1 2-(3-methylphenyl)-5-phenyl-furan